C(\C=C\C(=O)O)(=O)O.C(C1=CC=CC=C1)NC([C@H](C)N1C(C(CC1=O)N(C)C)=O)=O (2S)-N-benzyl-2-(3-(dimethylamino)-2,5-dioxopyrrolidin-1-yl)propanamide fumarate